Boric acid, Bromide B(Br)(Br)Br